C(C)(C)C=1C(=NNC1C=1C=C(C=2N(C1)N=CN2)C)C(=O)NC2CCC(CC2)NC2COC2 4-isopropyl-5-(8-methyl-[1,2,4]triazolo[1,5-a]pyridin-6-yl)-N-((1r,4r)-4-(oxetan-3-ylamino)cyclohexyl)-1H-pyrazole-3-carboxamide